N-[(R)-(4,5-dichloro-2-hydroxyphenyl)([1-[2-(oxetan-3-yloxy)acetyl]piperidin-4-yl])methyl]-2,2,2-trifluoroacetamide ClC1=CC(=C(C=C1Cl)[C@H](NC(C(F)(F)F)=O)C1CCN(CC1)C(COC1COC1)=O)O